NCC1=CC=C(CN2C(=NC=3C(=NC=4C=CC=CC4C32)N)CCCC)C=C1 (4-(aminomethyl)benzyl)-2-butyl-1H-imidazo[4,5-c]Quinolin-4-amine